COC1=NC2=C(C=C(C(=C2C(=C1)C)OC1=CC(=CC=C1)C(F)(F)F)OC)C(CCC(C)N)N [2,6-dimethoxy-4-methyl-5-[3-(trifluoromethyl)phenoxy]quinolin-8-yl]pentane-1,4-diamine